6-amino-[1,2,4]triazolo[4,3-a]pyridine NC=1C=CC=2N(C1)C=NN2